C(C)(C)N1N=CC(=C1)S(=O)(=O)NC(NC1=C(C=C(C=C1)B1OC(C(O1)(C)C)(C)C)C(C)C)=O 1-isopropyl-N-((2-isopropyl-4-(4,4,5,5-tetramethyl-1,3,2-dioxaborolan-2-yl)phenyl)carbamoyl)-1H-pyrazole-4-sulfonamide